4-(7-Cyclopentyl-3-methylthieno[3,2-b]pyridin-2-yl)-5-fluoro-N-(5-(1-methylpiperidin-4-yl)pyridin-2-yl)pyrimidin-2-amine C1(CCCC1)C1=C2C(=NC=C1)C(=C(S2)C2=NC(=NC=C2F)NC2=NC=C(C=C2)C2CCN(CC2)C)C